[Si](C)(C)(C(C)(C)C)O[C@H]1CC(C2(C1)CCN(CC2)C(=O)OC(C)(C)C)=O tert-Butyl (3R)-3-[(tert-butyldimethylsilyl)oxy]-1-oxo-8-azaspiro[4.5]decane-8-carboxylate